isopropyl para-toluenesulfinate CC1=CC=C(C=C1)S(=O)OC(C)C